OCC(O)COP(=O)(O)OC[C@H](N)C(=O)O glycero-3-phosphoserine